ClC=1C=C(C=CC1Cl)C1=CC(=NN1C)C(=O)NC(C(=O)OCC)\C=C\C(C)(C)C ethyl (E)-2-[5-(3,4-dichlorophenyl)-1-methyl-3-pyrazolylcarbonylamino]-5,5-dimethyl-3-hexenoate